O=C(/C=C/C=1C=C2CC3(C(NC2=NC1)=O)CCCCC3)N3CC=C(CC3)CC=3SC=CN3 (E)-6'-(3-Oxo-3-(4-(thiazol-2-ylmethyl)-5,6-dihydropyridin-1(2H)-yl)prop-1-en-1-yl)-1'H-spiro[cyclohexan-1,3'-[1,8]naphthyridin]-2'(4'H)-on